(3-methyl-1-(pyrrol-2-yl)-1H-pyrazol-5-yl)benzamide CC1=NN(C(=C1)C1=C(C(=O)N)C=CC=C1)C=1NC=CC1